3,3''-di-tert-butyl-[1,1':3',1''-terphenyl]-2'-amine C(C)(C)(C)C=1C=C(C=CC1)C1=C(C(=CC=C1)C1=CC(=CC=C1)C(C)(C)C)N